FC1=CC=C(C=C1)C1=CC(=C(C=C1)CNC(C=C)=O)N1N=NC=C1 N-((4'-fluoro-3-(1H-1,2,3-triazol-1-yl)-[1,1'-biphenyl]-4-yl)methyl)-acrylamide